DithioNaphthoic Acid C1(=CC=CC2=CC=CC=C12)C(=S)S